9,9-bis(hydroxymethyl)fluorene R-ethyl-Nipecotate C(C)OC([C@H]1CNCCC1)=O.OCC1(C2=CC=CC=C2C=2C=CC=CC12)CO